C1(=CC=CC=C1)P(=O)(C(C(=O)C1=CC=CC=C1)(C1=CSC=C1)F)C1=CC=CC=C1 2-(diphenylphosphinyl)-2-fluoro-1-phenyl-2-(thiophen-3-yl)ethan-1-one